2-(2-(benzyloxy) ethoxy)-2-cyano-3-oxohexanoate C(C1=CC=CC=C1)OCCOC(C(=O)[O-])(C(CCC)=O)C#N